N=1C=NN2C1C=CC(=C2)C=2C=CN1N=C(N=C(C12)OC)N[C@@H]1[C@@H](CN(CC1)C(=O)C1(CC1)C#N)F 1-((3R,4S)-4-((5-([1,2,4]triazolo[1,5-a]pyridin-6-yl)-4-methoxypyrrolo[2,1-f][1,2,4]triazin-2-yl)amino)-3-fluoropiperidine-1-carbonyl)cyclopropane-1-carbonitrile